CC=1C=C2COCCCN3N=NC4=C3C=CC(C(C3=CC=C5CCN(C(C1C=C2)=O)CC5=C3)CC(=O)O)=C4C [18,32-dimethyl-20-oxo-14-oxa-8,9,10,21-tetrazahexacyclo[19.5.3.216,19.13,7.06,10.024,28]dotriaconta-1(26),3(32),4,6,8,16,18,24,27,30-decaen-2-yl]acetic acid